(3S,4S)-benzyl 3-(5-(4-amino-5-(trifluoromethyl)pyrrolo[2,1-f][1,2,4]triazin-7-yl)-2-methylnicotinamido)-4-(fluoromethyl)pyrrolidine-1-carboxylate NC1=NC=NN2C1=C(C=C2C=2C=NC(=C(C(=O)N[C@@H]1CN(C[C@@H]1CF)C(=O)OCC1=CC=CC=C1)C2)C)C(F)(F)F